FC(C(=O)NC1=C(C=C(C(=C1)[N+](=O)[O-])C=O)OC)(F)F 2,2,2-trifluoro-N-(4-formyl-2-methoxy-5-nitrophenyl)acetamide